2-(4-((3-(chloromethyl)-4-methylisoxazol-5-yl)oxy)-3-fluorophenyl)-4-(2,6-difluorobenzyl)-2,4-dihydro-3H-1,2,4-triazol-3-one ClCC1=NOC(=C1C)OC1=C(C=C(C=C1)N1N=CN(C1=O)CC1=C(C=CC=C1F)F)F